NC1=C2C(=C3C(=N1)C=C(N3COCC[Si](C)(C)C)C(=O)N(CC3=NC=C(C=C3)C3CCC3)[C@H](C)CC)COC2 (R)-5-amino-N-(sec-butyl)-N-((5-cyclobutylpyridin-2-yl)methyl)-1-((2-(trimethylsilyl)ethoxy)methyl)-6,8-dihydro-1H-furo[3,4-d]pyrrolo[3,2-b]pyridine-2-carboxamide